N1=C(N)NC(=O)C=C1 isocytosin